BrC=1C=C(C=CC1F)NC(=NO)C1=NON=C1SC1CN(CCC1)P(=O)(C)C N-(3-bromo-4-fluorophenyl)-4-((1-(dimethylphosphoryl)piperidin-3-yl)thio)-N'-hydroxy-1,2,5-oxadiazole-3-carboxamidine